(R)-N-(1-(3-(difluoromethyl)-2-fluorophenyl)ethyl)-2-methyl-6-(pyrrolin-1-yl)pyrido[2,3-d]pyrimidin-4-amine FC(C=1C(=C(C=CC1)[C@@H](C)NC=1C2=C(N=C(N1)C)N=CC(=C2)N2C=CCC2)F)F